2-(2-methoxyethyl)-2H-indazole-6-carboxylic acid methyl ester COC(=O)C=1C=CC2=CN(N=C2C1)CCOC